2-(3-fluorophenoxy)acetaldehyde FC=1C=C(OCC=O)C=CC1